C1(CC1)S(=O)(=O)NC1=CC(=NC=C1)[C@@H](COC)NC(=O)C=1SC(=CN1)C1=NC(=CN=C1)OCC (S)-N-(1-(4-(cyclopropanesulfonamido)pyridin-2-yl)-2-methoxyethyl)-5-(6-ethoxypyrazin-2-yl)thiazole-2-carboxamide